C1(CC1)N1N=CC(=C1)[C@H]1CN(C[C@H](O1)C)C1=NC2=NC(=CN=C2C(=N1)C12CC(C1)(C2)C(F)(F)F)C (2S,6R)-2-(1-cyclopropyl-1H-pyrazol-4-yl)-6-methyl-4-(7-methyl-4-(3-(trifluoromethyl)bicyclo[1.1.1]pentan-1-yl)pteridin-2-yl)morpholine